CN(C)NC1CCCCC1 dimethylamino-cyclohexylamine